FC1=C(C(=O)N([C@H]2CNCCC2)C2=NC=CC3=C2C=C(S3)C#CC(=O)NC)C=CC(=C1)C=1N=NN(C1)C 2-fluoro-N-[2-[3-(methylamino)-3-oxo-prop-1-ynyl]thieno[3,2-c]pyridin-4-yl]-4-(1-methyltriazol-4-yl)-N-[(3R)-3-piperidyl]benzamide